C(CCCCCCCC)(=O)O n-nonanic acid